2-(trifluoromethyl)-[1,1'-biphenyl] FC(C1=C(C=CC=C1)C1=CC=CC=C1)(F)F